N1(N=CC=C1)C1=CC=C(C=C1)C=1OC(=C(N1)CN1CCC(=CC1)C1=CC=C(C=C1)OC(F)(F)F)C 2-(4-(1H-pyrazol-1-yl)phenyl)-5-methyl-4-((4-(4-(trifluoromethoxy)phenyl)-3,6-dihydropyridin-1(2H)-yl)methyl)oxazole